O1[C@@H](CO[C@H](C1)C(=O)ON1C(CCC1=O)=O)C(=O)ON1C(CCC1=O)=O Bis(2,5-dioxopyrrolidin-1-yl) (2S,5R)-1,4-dioxane-2,5-dicarboxylate